C(C)(C)(C)OC(=O)N1C[C@@H](N(CC1)C1=NC=NC2=CC(=C(C=C12)Cl)B1OC(C(O1)(C)C)(C)C)C (3S)-4-[6-chloro-7-(tetramethyl-1,3,2-dioxaborolan-2-yl)quinazolin-4-yl]-3-methylpiperazine-1-carboxylic acid tert-butyl ester